C(N)(O)=O.C1(=CC=CC=C1)OC(NC1CC(CC(C1)(C)C)(C)CNC(=O)OC1=CC=CC=C1)=O 3-(phenoxycarbonylamino-methyl)-3,5,5-trimethylcyclohexylcarbamic acid phenyl ester (carbamate)